tert-Butyl 3-cyano-4-hydroxypyrrolidine-1-carboxylate C(#N)C1CN(CC1O)C(=O)OC(C)(C)C